CN1C2=C(OCC1=O)C=CC=C2 4-methyl-2H-benzo[b][1,4]oxazine-3(4H)-one